1-(4-((5-amino-1,3,4-thiadiazol-2-yl)oxy)piperidin-1-yl)ethan-1-one NC1=NN=C(S1)OC1CCN(CC1)C(C)=O